5-(7-(4-(2-(2-Aminopyridin-3-yl)-5-phenyl-3H-imidazo[4,5-b]pyridin-3-yl)benzyl)-2,7-diazaspiro[3.5]nonane-2-carbonyl)-2-hydroxybenzaldehyde NC1=NC=CC=C1C1=NC=2C(=NC(=CC2)C2=CC=CC=C2)N1C1=CC=C(CN2CCC3(CN(C3)C(=O)C=3C=CC(=C(C=O)C3)O)CC2)C=C1